FC(C=1N=CN(C1)CC1CC2(CN(C2)C(=O)N2CC3(C2)NC(CC3)=O)C1)(F)F 2-[6-[[4-(trifluoromethyl)imidazol-1-yl]methyl]-2-azaspiro[3.3]heptane-2-carbonyl]-2,5-diazaspiro[3.4]octan-6-one